n-Octyl-n-decyl ether C(CCCCCCC)OCCCCCCCCCC